(R)-3-((3-aminophenyl)amino)-5-(3-(3-methyl-2-oxoimidazolidin-1-yl)piperidin-1-yl)pyrazine-2-carbonitrile NC=1C=C(C=CC1)NC=1C(=NC=C(N1)N1C[C@@H](CCC1)N1C(N(CC1)C)=O)C#N